6-fluoro-3-(3-methoxy-3-oxopropyl)-1H-indole-2-carboxylic acid methyl ester COC(=O)C=1NC2=CC(=CC=C2C1CCC(=O)OC)F